di(biphenylyl)(triphenylenyl)di(phenyl)(triphenylenylbiphenylyl)triazine C1(=C(C=CC=C1)N1N(N(C(=C(C1C1=C(C=CC=C1C1=CC=CC=2C3=CC=CC=C3C3=CC=CC=C3C12)C1=CC=CC=C1)C1=CC=CC=C1)C1=CC=CC=C1)C1=CC=CC=2C3=CC=CC=C3C3=CC=CC=C3C12)C1=C(C=CC=C1)C1=CC=CC=C1)C1=CC=CC=C1